C1CC2=CC=CC=C2CC1=O β-tetralone